C(OC1=C(C(=CC(=C1)B1OC(C(O1)(C)C)(C)C)Cl)C)(OC)=O chloro-2-methyl-5-(4,4,5,5-tetramethyl-1,3,2-dioxaborolan-2-yl)phenyl methyl carbonate